ClCC1CN[C@H](O1)C1=CC=CC=C1 (R)-5-chloromethyl-2-phenyloxazolidine